ClC1=CC=C2C(N(C(=NC2=C1)NC1=CC(=CC(=C1)Cl)Cl)S(=O)(=O)C)=O 7-chloro-2-((3,5-dichlorophenyl)amino)-3-(methylsulfonyl)quinazolin-4(3H)-one